ClC=1C=C(OC2=CC(=C(C=C2S(N)(=O)=O)NC(CC2=C(C=CC=C2)Cl)=O)C)C=CC1 N-[4-(3-chlorophenoxy)-2-methyl-5-sulfamoylphenyl]-2-(2-chlorophenyl)acetamide